[1-(4-bromophenyl)-2-methyl-6-oxo-4-pyridyl] trifluoromethanesulfonate FC(S(=O)(=O)OC=1C=C(N(C(C1)=O)C1=CC=C(C=C1)Br)C)(F)F